1,6-diazaspiro[3.5]nonan N1CCC12CNCCC2